C(C)N1C(=NC2=C1C=C(C=C2)C(=O)NCCN2CCCC2)C(C(F)(F)F)(O)C2=CC=C(C=C2)F 1-Ethyl-N-(2-(pyrrolidin-1-yl)ethyl)-2-(2,2,2-trifluoro-1-(4-fluorophenyl)-1-hydroxyethyl)-1H-benzo[d]imidazole-6-carboxamide